C12CC(CC2C1)OC1=C(C=C(C=C1F)NC(=O)C=1N=C(OC1CC)N1CC(C1)(CC)CC)Cl N-(4-(cis-bicyclo[3.1.0]hexane-3-yloxy)-3-chloro-5-fluorophenyl)-2-(3,3-diethylazetidin-1-yl)-5-ethyl-oxazole-4-carboxamide